CC=1C=C(C=C(C1)C)C1=NOC(=N1)C1=CC2=C(N(N=N2)C2CCOCC2)C=C1 5-[3-(3,5-dimethylphenyl)-1,2,4-oxadiazol-5-yl]-1-(oxan-4-yl)-1H-1,2,3-benzotriazole